methyl 6-(4-(1-(tert-butyl)-3-(4-chloro-3-fluorophenyl)-1H-pyrrolo[2,3-b]pyridine-6-carbonyl)-3,3-dimethylpiperazin-1-yl)-2,4-dimethylnicotinate C(C)(C)(C)N1C=C(C=2C1=NC(=CC2)C(=O)N2C(CN(CC2)C2=NC(=C(C(=O)OC)C(=C2)C)C)(C)C)C2=CC(=C(C=C2)Cl)F